CC=1C=C2C(=CC(OC2=C(C1)C)=O)C=1C=CC(=C(C1)OC(C)=O)OC acetic acid-5-(6,8-dimethyl-2H-chromen-2-one-4-yl)-2-methoxyphenyl ester